[Al].[Cd].[Ni] nickel-cadmium-aluminum